N'-amino-L-asparagine NNC(C[C@H](N)C(=O)O)=O